6-(6-methoxy-2-methylpyridin-3-yl)-5,7-dimethyl-2-(pyrimidin-2-yl)-2,6-dihydro-1H-pyrrolo[3,4-d]pyridazin-1-one COC1=CC=C(C(=N1)C)N1C(=C2C(N(N=CC2=C1C)C1=NC=CC=N1)=O)C